FC1=C(NC=2C3=C(N=CN2)C=CC(=N3)N3[C@@H]2CN([C@H](C3)CC2)C(C=C)=O)C=CC=C1C 1-[(1S,4S)-5-[4-(2-fluoro-3-methyl-anilino)pyrido[3,2-d]pyrimidin-6-yl]-2,5-diazabicyclo[2.2.2]octan-2-yl]prop-2-en-1-one